1-(dimethylamino)-2-{1-[2-(dimethylamino)ethyl]cyclohexyl}ethane CN(CCC1(CCCCC1)CCN(C)C)C